trans-tert-butyl-4-acetyl-3-(3-chloro-5-(4,4,5,5-tetramethyl-1,3,2-dioxaborolan-2-yl)phenyl)-2-methylpiperazine-1-carboxylate C(C)(C)(C)OC(=O)N1[C@H]([C@@H](N(CC1)C(C)=O)C1=CC(=CC(=C1)B1OC(C(O1)(C)C)(C)C)Cl)C